2β-Propanoyl-3β-(4-tolyl)-tropane C(CC)(=O)[C@@H]1[C@H]2CC[C@@H](C[C@@H]1C1=CC=C(C=C1)C)N2C